methyl (2S)-2,5-diaminopentanoate dihydrochloride Cl.Cl.N[C@H](C(=O)OC)CCCN